6-((dimethylamino)methyl)-4-methoxy-7-phenyl-7a-(p-tolyl)-5,6,7,7a-tetrahydro-4bH-cyclopenta[4,5]furo[2,3-c]pyridine-4b,5-diol CN(C)CC1C(C2(C(C3=C(C=NC=C3OC)O2)(C1O)O)C1=CC=C(C=C1)C)C1=CC=CC=C1